ethylenebiscaprinamide C(CCCCCCCCCCC(=O)N)CCCCCCCCCC(=O)N